(4-methoxy-2-methylpyrimidin-5-yl)boronic acid COC1=NC(=NC=C1B(O)O)C